OCC1CSCCN1C(CNC(OCC1=CC=CC=C1)=O)=O benzyl (2-(3-(hydroxymethyl)thiomorpholino)-2-oxoethyl)carbamate